OB1OC2=C([C@H]3[C@@H]1C3)C=CC(=C2C(=O)O)OC2CN(C2)C(C[C@H]2CN(CCO2)C)=O (1aS,7bR)-2-hydroxy-5-[(1-{[(2S)-4-methylmorpholin-2-yl]acetyl}azetidin-3-yl)oxy]-1,1a,2,7b-tetrahydrocyclopropa[c][1,2]benzoxaborinine-4-carboxylic acid